[Cl-].[Cl-].C1(=CC=CC=C1)[Si](=[Zr+2]C1C(=CC2=C(C=CC(=C12)C)C)C1C=CC=C1)C1=CC=CC=C1 diphenylsilanediyl[(cyclopentadienyl)(4,7-dimethylindenyl)]zirconium dichloride